trans-4-{[(tert-butoxy)carbonyl]amino}-1-{6-[3-cyano-2-(methoxymethoxy)phenyl]-3-(3,5-difluorophenyl)quinolin-4-yl}piperidine-3-carboxylic acid C(C)(C)(C)OC(=O)N[C@H]1[C@@H](CN(CC1)C1=C(C=NC2=CC=C(C=C12)C1=C(C(=CC=C1)C#N)OCOC)C1=CC(=CC(=C1)F)F)C(=O)O